acryl-oxyethyldimethyl(3-trimethoxysilylpropyl)ammonium chloride [Cl-].C(=O)(C=C)OCC[N+](CCC[Si](OC)(OC)OC)(C)C